BrC=1C=CC(=C(C1)NCC1(CC1)CCCOC1=C(C=NN1C)C1=CC(=CN(C1=O)C)C(=O)OC)[N+](=O)[O-] methyl 5-{5-[3-(1-{[(5-bromo-2-nitrophenyl) amino] methyl} cyclopropyl) propoxy]-1-methylpyrazol-4-yl}-1-methyl-6-oxopyridine-3-carboxylate